ClC=1C=NN(C1)C[C@H]1[C@H]([C@H]([C@H](OC1)CO)O)O (2R,3R,4R,5R)-5-((4-chloro-1H-pyrazol-1-yl)methyl)-2-(hydroxymethyl)tetrahydro-2H-pyran-3,4-diol